C1(=CC=C(C=C1)C#CC1=CC=C(C=C1)O)C#CC1=CC=C(C=C1)O 4,4'-(1,4-phenylenedi(acetylene-2,1-diyl))diphenol